(1R,9R)-10,10-dimethyl-6-(1-methyl-1H-indazol-4-yl)-4-(2-(2-propenoyl)-2,6-diazaspiro[3.4]octan-6-yl)-3-azatricyclo[7.1.1.02,7]undeca-2,4,6-triene-5-carbonitrile CC1([C@H]2CC3=C(C(=C(N=C3[C@@H]1C2)N2CC1(CN(C1)C(C=C)=O)CC2)C#N)C2=C1C=NN(C1=CC=C2)C)C